F[C@H]1[C@H](CC1)NC1=NN2C=NC(=C(C2=N1)OCC(F)(F)F)C=1C=NNC1 N-((1S,2R)-2-Fluorocyclobutyl)-7-(1H-pyrazol-4-yl)-8-(2,2,2-trifluoroethoxy)-[1,2,4]triazolo[1,5-c]pyrimidin-2-amine